FC1=C(C=CC(=C1C)F)[C@H]1[C@H](O[C@@](C1)(C(F)(F)F)C)C(=O)NC1=CC(=NC=C1)C(=O)N (2S,3S,5S)-4-[[3-(2,4-Difluoro-3-methyl-phenyl)-5-methyl-5-(trifluoromethyl)tetrahydrofuran-2-carbonyl]amino]pyridin-2-carboxamid